C1(CCCCC1)OC1=CC=C(C=C1)N1C(C(C2=C1N=CN=C2NC)(C)C)=O 7-(4-(cyclohexyloxy)phenyl)-5,5-dimethyl-4-(methylamino)-5,7-dihydro-6H-pyrrolo[2,3-d]pyrimidin-6-one